CN1CN2C(CC1)=NN=C2C(=O)N2CCC(CC2)C2=C(C=CC=C2)C(F)(F)F (6-methyl-5,6,7,8-tetrahydro-[1,2,4]triazolo[4,3-c]pyrimidin-3-yl)(4-(2-(trifluoromethyl)phenyl)piperidin-1-yl)methanone